2-chloro-5-((4-phenoxyphenoxy)methyl)thiazole tert-butyl-7-(5-fluoro-9-oxo-xanthen-3-yl)-2,7-diazaspiro[4.4]nonane-2-carboxylate C(C)(C)(C)OC(=O)N1CC2(CC1)CN(CC2)C=2C=CC=1C(C3=CC=CC(=C3OC1C2)F)=O.ClC=2SC(=CN2)COC2=CC=C(C=C2)OC2=CC=CC=C2